O=C1N(CCC(N1)=O)C1=NN(C2=CC(=CC=C12)C1CCN(CC1)CCC=1C=C(C=CC1)S(=O)(=O)N1CCC(CC1)NC(OC(C)(C)C)=O)C tert-butyl (1-((3-(2-(4-(3-(2,4-dioxotetrahydropyrimidin-1(2H)-yl)-1-methyl-1H-indazol-6-yl)piperidin-1-yl)ethyl)phenyl)sulfonyl)piperidin-4-yl)-carbamate